(S)-2-(2-(2-Phenylbutanoyl)isoindolin-5-yl)benzoic acid C1(=CC=CC=C1)[C@@H](C(=O)N1CC2=CC=C(C=C2C1)C1=C(C(=O)O)C=CC=C1)CC